C(C=C)C1=C(CCC1)C(=O)O 2-(2-propenyl)-1-cyclopentene-1-carboxylic acid